(R)-proline methyl ester hydrochloride Cl.COC([C@@H]1NCCC1)=O